α-keto-methylvalerate CC[C@H](C)C(=O)C(=O)[O-]